N(=[N+]=[N-])C1=C(C=NC=C1)C=NCC N-((4-Azidopyridin-3-yl)methylene)ethylamine